C(#N)C1=CC=C(CSC2=NC3=C(N2CC2=CC=C(C(=O)NCCCOC)C=C2)C=CC=C3)C=C1 4-((2-((4-cyanobenzyl)thio)-1H-benzo[d]imidazol-1-yl)methyl)-N-(3-methoxypropyl)benzamide